CC([SiH](C)C)(C)C trimethyltrimethylsilane